4-(7H-pyrrolo[2,3-d]pyrimidin-4-yl)-1H-pyrazol-1-yl-3-cyclopentyl-propanenitrile N1=CN=C(C2=C1NC=C2)C=2C=NN(C2)C(C#N)CC2CCCC2